3-(7-chloro-1-(methylamino)-2,3-dihydro-1H-inden-5-yl)-6-((1-(3-cyclopropyl-3-phenylpropionyl)-4-hydroxypiperidin-4-yl)methyl)isothiazolo[4,3-d]pyrimidin-7(6H)-one ClC=1C=C(C=C2CCC(C12)NC)C=1SN=C2C1N=CN(C2=O)CC2(CCN(CC2)C(CC(C2=CC=CC=C2)C2CC2)=O)O